histidinyl-cholesterol hemisuccinate C(CCC(=O)O)(=O)O.N[C@@H](CC1=CNC=N1)C(=O)CC(C)CCC[C@@H](C)[C@H]1CC[C@H]2[C@@H]3CC=C4C[C@@H](O)CC[C@]4(C)[C@H]3CC[C@]12C.N[C@@H](CC1=CNC=N1)C(=O)CC(C)CCC[C@@H](C)[C@H]1CC[C@H]2[C@@H]3CC=C4C[C@@H](O)CC[C@]4(C)[C@H]3CC[C@]12C